2-[4-[2-[(1S,2R)-2-[1-(5-chloropyrimidin-2-yl)-4-piperidyl]cyclopropyl]ethoxy]-2-fluoro-phenyl]-1-[3-[[[(2S,3R,4R,5R)-2,3,4,5,6-pentahydroxyhexyl]amino]methyl]azetidin-1-yl]ethanone ClC=1C=NC(=NC1)N1CCC(CC1)[C@@H]1[C@@H](C1)CCOC1=CC(=C(C=C1)CC(=O)N1CC(C1)CNC[C@@H]([C@H]([C@@H]([C@@H](CO)O)O)O)O)F